10,10',10''-(4,4''-bis(1-methyl-1H-benzo[d]imidazol-2-yl)-[1,1':2',1''-terphenyl]-3',4',5'-triyl)tris(5-methyl-5,10-dihydrophenazine) CN1C(=NC2=C1C=CC=C2)C2=CC=C(C=C2)C=2C(=C(C(=C(C2)N2C1=CC=CC=C1N(C=1C=CC=CC21)C)N2C1=CC=CC=C1N(C=1C=CC=CC21)C)N2C1=CC=CC=C1N(C=1C=CC=CC21)C)C2=CC=C(C=C2)C2=NC1=C(N2C)C=CC=C1